OCC1=C(C=C(C2=C1CCO2)C=2SC(=CN2)OC(C)C)CNC(C=C)=O N-((4-(hydroxymethyl)-7-(5-isopropoxythiazol-2-yl)-2,3-dihydrobenzofuran-5-yl)methyl)acrylamide